tert-butyl 5-bromo-3-((2-(2-ethoxy-2-oxoethyl)phenoxy)methyl)-1H-pyrazolo[3,4-b]pyridine-1-carboxylate BrC=1C=C2C(=NC1)N(N=C2COC2=C(C=CC=C2)CC(=O)OCC)C(=O)OC(C)(C)C